ClC1=C(OC2(CCN(CC2)C2=CN=NC(=C2)C2=C(C=CC=C2)O)C(=O)N2CC3(C2)CNC3)C=CC=C1 (4-(2-chlorophenoxy)-1-(6-(2-hydroxyphenyl)pyridazin-4-yl)piperidin-4-yl)(2,6-diazaspiro[3.3]heptan-2-yl)methanone